FC(C1=CC=C(N=N1)NC1=CC(=C(N=N1)C(=O)NC([2H])([2H])[2H])NC1=NC=CC=C1S(=O)(=O)C)F 6-((6-(Difluoromethyl)pyridazin-3-yl)amino)-N-(methyl-d3)-4-((3-(methylsulfonyl)pyridin-2-yl)amino)pyridazin-3-carboxamide